N1(CCC1)C(=O)N1[C@H]([C@H](C(C1)(F)F)NS(=O)(=O)C1CC1)CC=1C(=C(C=CC1)C1=C(C(=CC=C1)C)F)F N-{(2S,3R)-1-(azetidine-1-carbonyl)-2-[(2,2'-difluoro-3'-methyl[1,1'-biphenyl]-3-yl)methyl]-4,4-difluoropyrrolidin-3-yl}cyclopropanesulfonamide